(S)-2-((4-(tert-butoxycarbonyl)piperazin-1-yl)methyl)-1-(oxetan-2-ylmethyl)-1H-benzene C(C)(C)(C)OC(=O)N1CCN(CC1)CC1[C@H](C=CC=C1)CC1OCC1